L-γ-glutamylcysteinylglycine N[C@@H](CCC(=O)N[C@@H](CS)C(=O)NCC(=O)O)C(=O)O